3-(6-((3-(4-fluorophenyl)-5-methylisoxazol-4-yl)methoxy)pyridin-3-yl)-5,6-dihydro-8H-imidazo[5,1-c][1,4]oxazine FC1=CC=C(C=C1)C1=NOC(=C1COC1=CC=C(C=N1)C1=NC=C2COCCN21)C